OC[C@H]1CN(C[C@H](C1)OCOC)C(=O)OC(C)(C)C |r| rac-tert-Butyl (3R,5S)-3-(hydroxymethyl)-5-(methoxymethoxy)piperidine-1-carboxylate